ClC=1C=C(C(OC2C[C@@H]3[C@@H](CN(C3)C(=O)OC(C)(C)C)C2)C(F)(F)F)C=CC1 t-butyl (3aR,5s,6aS)-5-((3-chloro (trifluoromethyl)benzyl)oxy)hexahydrocyclopenta[c]pyrrole-2(1H)-carboxylate